ClC1=C(C(=CC(=C1)Cl)Cl)OC=O formic acid 2,4,6-trichlorophenyl ester